1,3-benzodiazol-2-amine N1C(=NC2=C1C=CC=C2)N